N[C@@H](C(C)(C)C)CO (S)-tertiary leucinol